1-(1-(4-(3-(6-(4-isopropyl-4H-1,2,4-triazol-3-yl)pyridin-2-yl)-2-oxoimidazolidin-1-yl)phenyl)ethyl)-N-methylpiperidine-4-carboxamide C(C)(C)N1C(=NN=C1)C1=CC=CC(=N1)N1C(N(CC1)C1=CC=C(C=C1)C(C)N1CCC(CC1)C(=O)NC)=O